O=C([C@H](O)[C@@H](O)[C@H](O)[C@H](O)CO)O gluconic acid